C(C)(C)(C)OC([C@@H](CCC(=O)N[C@@H](CCC(=O)O)C(=O)O)C(CCCCCCCCCOC1=CC=C(C=C1)C(=O)OC(C)(C)C)=O)=O ((S)-5-(tert-butoxy)-4-(10-(4-(tert-butoxycarbonyl)phenoxy)decanoyl)-5-oxopentanoyl)-L-glutamic acid